ON1N=NN=C1N=NC1=NN=NN1O 1,1'-dihydroxy-5,5'-azobistetrazole